2-methyl-9-oxo-11-{4-[(1-oxooctadecyl) oxy] butyl}-2,8-diaza-5,10-dioxapentadecan-15-yl octadecanoate C(CCCCCCCCCCCCCCCCC)(=O)OCCCCC(OC(NCCOCCN(C)C)=O)CCCCOC(CCCCCCCCCCCCCCCCC)=O